C(C)C(CN1CCC(CC1)N1C(NC2=C1C=CC(=C2)C=2C=C(C=1N(C2)N=CN1)OC)=O)CC 1-(1-(2-Ethylbutyl)piperidin-4-yl)-5-(8-methoxy-[1,2,4]triazolo[1,5-a]pyridin-6-yl)-1,3-dihydro-2H-benzo[d]imidazol-2-on